4-(3,4-dichlorophenyl)-5-ethyl-6-methyl-2-oxo-1H-pyridine-3-carboxylic acid ethyl ester C(C)OC(=O)C=1C(NC(=C(C1C1=CC(=C(C=C1)Cl)Cl)CC)C)=O